Cl.C(C)(C)(C)OC([C@@H](N)CC(=O)OC(C)(C)C)=O L-aspartic acid di-tert-butyl ester hydrochloride